6-methyl-4-oxo-2-(1-oxo-2,8-diazaspiro[4.5]decan-8-yl)-4H-chromen CC=1C=C2C(C=C(OC2=CC1)N1CCC2(CCNC2=O)CC1)=O